FC1=C(OC2CCC(CC2)(C(=O)O)C)C=C(C(=C1)OC)C(N[C@@H]1[C@H]2CC[C@@H]([C@@H]1C(NCC1(CCC1)C)=O)C2)=O (1S,4s)-4-(2-fluoro-4-methoxy-5-(((1S,2R,3S,4R)-3-(((1-methylcyclobutyl)methyl)carbamoyl)bicyclo[2.2.1]heptan-2-yl)carbamoyl)phenoxy)-1-methylcyclohexane-1-carboxylic acid